tert-butyl 3-[3-(3-methyl-1H-pyrazol-5-yl)-1-bicyclo[1.1.1]pentanyl]azetidine-1-carboxylate CC1=NNC(=C1)C12CC(C1)(C2)C2CN(C2)C(=O)OC(C)(C)C